6-(3,5-dimethylpyrazol-1-yl)-2-[[1-(5-methyl-1-phenylpyrazole-4-carbonyl)azetidin-3-yl]methyl]pyridazin-3-one CC1=NN(C(=C1)C)C=1C=CC(N(N1)CC1CN(C1)C(=O)C=1C=NN(C1C)C1=CC=CC=C1)=O